(R)-N-(1-(3-amino-5-(trifluoromethyl)phenyl)ethyl)-7-(pyridin-2-yl)imidazo[1,2-a]quinazolin-5-amine NC=1C=C(C=C(C1)C(F)(F)F)[C@@H](C)NC1=NC=2N(C3=CC=C(C=C13)C1=NC=CC=C1)C=CN2